5-methyl-2-(pyridin-2-yl)-1H-benzo[d]imidazole CC1=CC2=C(NC(=N2)C2=NC=CC=C2)C=C1